C(C)N1N=C2C(C=NC=C2)=C1C(=O)C1=CC=C(C=C1)O (2-ethyl-2H-pyrazolo[4,3-c]pyridin-3-yl)(4-hydroxyphenyl)methanone